C1=C(N=CS1)C[C@@H](C(=O)O)N thiazolylalanine